N-benzylsulfonyl-4-[4-[[2-(5-hydroxypyridin-3-yl)phenyl]methyl]piperazine-1-yl]benzamide C(C1=CC=CC=C1)S(=O)(=O)NC(C1=CC=C(C=C1)N1CCN(CC1)CC1=C(C=CC=C1)C=1C=NC=C(C1)O)=O